N1(CCCC1)C(=O)C1=NC(=CC2=C1NC1=CC=CC=C21)C(=O)OC Methyl 1-(pyrrolidine-1-carbonyl)-9H-pyrido[3,4-b]indole-3-carboxylate